C(C)(C)(C)OC(=O)NC[C@@H](C)NC1=C(C(=O)OC)C=C(C=C1)S(NC1(CC1)C)(=O)=O methyl 2-{[(2R)-1-[(tert-butoxycarbonyl)amino]propan-2-yl]amino}-5-[(1-methylcyclopropyl)sulfamoyl]benzoate